BrC=1C=2N(C(=NC1)S(=O)(=O)C)C=NN2 8-bromo-5-methylsulfonyl-[1,2,4]triazolo[4,3-c]pyrimidine